O[C@@H]1C[C@H](N(C1)C([C@H](C(C)C)N1N=NC(=C1)C)=O)C(=O)NCC1=C(C=C(C=C1)C1=C(N=CS1)C)OC1CCNCC1 (2S,4R)-4-hydroxy-1-((S)-3-methyl-2-(4-methyl-1H-1,2,3-triazol-1-yl)butyryl)-N-(4-(4-methylthiazol-5-yl)-2-(piperidin-4-yloxy)benzyl)pyrrolidine-2-carboxamide